COC1=C(C=C(C(=C1)I)OC)CC(C)N 1-(2,5-dimethoxy-4-iodophenyl)-2-aminopropane